6-(6-(((1S,2S,3R,5R)-2-fluoro-1,5-dimethyl-8-azabicyclo[3.2.1]octan-3-yl)oxy)pyridazin-3-yl)-7-hydroxy-2-methylisoquinolin-1(2H)-one F[C@H]1[C@@]2(CC[C@](C[C@H]1OC1=CC=C(N=N1)C=1C=C3C=CN(C(C3=CC1O)=O)C)(N2)C)C